C(C(=C)C)(=O)OCCCCN(C)C 4-(dimethylamino)butyl methacrylate